COC1=CC(=C(C=N1)N1C(O[C@]2(C1)C[C@@](CCC2)(C)CN2C=NC1=C2C=C(C=C1)C#N)=O)C 1-(((5s,7s)-3-(6-methoxy-4-methylpyridin-3-yl)-7-methyl-2-oxo-1-oxa-3-azaspiro[4.5]decan-7-yl)methyl)-1H-benzo[d]imidazole-6-carbonitrile